[Na].[Na].[Na].[Na].C(CN([C@@H](CCC(=O)O)C(=O)O)CC(=O)O)(=O)O glutamic acid-N,N-diacetic acid tetrasodium